C(CCCCCC)(=O)N[C@@H](CC(N)=O)C(=O)O N-heptanoyl-Asparagine